3-Amino-N-(2-cyanoethyl)-8-(2-fluoro-6-methoxyphenyl)imidazo[1,2-a]pyridine-2-carboxamide NC1=C(N=C2N1C=CC=C2C2=C(C=CC=C2OC)F)C(=O)NCCC#N